C(C)CC(=O)OC(C)C.C(C)CC(=O)OC(C)C Diisopropyl bis(ethyl acetate)